(R)-1-(5-nitropyridin-2-yl)pyrrolidin-3-ol [N+](=O)([O-])C=1C=CC(=NC1)N1C[C@@H](CC1)O